BrC1=CC(=C(C(=O)N(C)C)C=C1)O 4-bromo-2-hydroxy-N,N-dimethylbenzamide